NC(C(CCC(=O)OC(C)(C)C)N1C(OC(=C1)C1=C(C=C(C=C1)C1=NC(=C(C(=C1)C)C)N(C(=O)OC(C)(C)C)C(=O)OC(C)(C)C)F)=O)=O tert-butyl 5-amino-4-(5-(4-(6-(bis(tert-butoxycarbonyl)amino)-4,5-dimethylpyridin-2-yl)-2-fluorophenyl)-2-oxooxazol-3(2H)-yl)-5-oxopentanoate